C(C)(C)(C)OC(=O)NC1=CN=C(C=C1C(=O)O)OC 5-((tert-butoxycarbonyl)amino)-2-methoxyisonicotinic acid